4-({3-[8-bromo-3-(2,2,2-trifluoroethyl)imidazo[1,2-a]pyridin-2-yl]prop-2-yn-1-yl}amino)-3-ethyl-N-methylbenzamide BrC=1C=2N(C=CC1)C(=C(N2)C#CCNC2=C(C=C(C(=O)NC)C=C2)CC)CC(F)(F)F